(R)-2-methyl-1,4-pentadiene CC(=C)CC=C